COC1=C(C(=CC(=C1)CCC)OC)C1=C2CC(N(C2=C(C=C1C)F)C)=O 4-(2,6-Dimethoxy-4-propylphenyl)-7-fluoro-1,5-dimethylindolin-2-one